C(=CCCCCCCCCCC)C1=C2C(=C(C=C1)O)O2 epoxydodecenyl-phenol